6-Cyclopropoxy-N-(pyrazolo[1,5-a]pyrimidin-3-yl)-1H-indazole-5-carboxamide Methyl-6-cyclopropoxy-1H-indazole-5-carboxylate COC(=O)C=1C=C2C=NNC2=CC1OC1CC1.C1(CC1)OC1=C(C=C2C=NNC2=C1)C(=O)NC=1C=NN2C1N=CC=C2